4-methoxy-1-((4-phenoxybenzoyl)glycyl)pyrrolidine-2-carboxamide COC1CC(N(C1)C(CNC(C1=CC=C(C=C1)OC1=CC=CC=C1)=O)=O)C(=O)N